(R)-2-((1-(2-cyano-3-(2-methoxythiazol-5-yl)-7-methylquinolin-5-yl)ethyl)amino)benzoic acid C(#N)C1=NC2=CC(=CC(=C2C=C1C1=CN=C(S1)OC)[C@@H](C)NC1=C(C(=O)O)C=CC=C1)C